COC=1C=C(C=CC1OC1=C(C=CC=C1)OC)C1C=2C(NC(C1)=O)=NNC2 4-[3-methoxy-4-(2-methoxyphenoxy)phenyl]-2h,4h,5h,6h,7h-pyrazolo[3,4-b]pyridin-6-one